O=S1(NC2=C(CC1)C=C(C=C2)OC=2N=C(SC2C2=NC(=NC=C2)N[C@@H]2CN(C[C@H](C2)F)C(=O)OC(C)(C)C)C)=O tert-butyl (3S,5S)-3-[[4-[4-[(2,2-dioxo-3,4-dihydro-1H-2λ6,1-benzothiazin-6-yl)oxy]-2-methyl-thiazol-5-yl]pyrimidin-2-yl]amino]-5-fluoro-piperidine-1-carboxylate